P(=O)(OC1=C(C=C(C=C1)Br)Br)(OC1=C(C=C(C=C1)Br)Br)OC1=C(C=C(C=C1)Br)Br tris(2,4-dibromophenyl) phosphate